OCC(CO)OP1(OC2=C(C3=C1C=CC=C3)C=CC=C2)=O 6-((1,3-dihydroxyprop-2-yl)oxy)dibenzo[c,e][1,2]oxaphosphine-6-oxide